(2R)-2-amino-3-[(2R)-5,5-dimethyltetrahydrofuran-2-yl]propan-1-ol N[C@@H](CO)C[C@@H]1OC(CC1)(C)C